2-(3-bromo-2-cyanophenyl)-6,7-dihydrothiazolo[4,5-c]pyridine-5(4H)-carboxylic acid tert-butyl ester C(C)(C)(C)OC(=O)N1CC2=C(CC1)SC(=N2)C2=C(C(=CC=C2)Br)C#N